FCCCCCCC[NH3+] monofluoroheptyl-ammonium